ClC=1C=C(C(=C(C(=O)O)C1)OC)[N+](=O)[O-] 5-chloro-2-methoxy-3-nitrobenzoic acid